ClC=1C=C(C(=O)O)C=C(C1O)F 3-chloro-5-fluoro-4-hydroxybenzoic acid